1,1-dimethylethyl N-[(3S)-1-[3-(2-methoxyphenyl) pyrazolo[1,5-a]pyrimidin-5-yl]-3-pyrrolidinyl]-N-methylcarbamate COC1=C(C=CC=C1)C=1C=NN2C1N=C(C=C2)N2C[C@H](CC2)N(C(OC(C)(C)C)=O)C